C(C)(C)(CC)N=[Ta](N(C)C)(N(C)C)N(C)C T-amylimino-tris(dimethylamino)tantalum